FC(C(=O)O)(F)F.C1NCC2C1CC(C2)C=O (octahydrocyclopenta[c]pyrrol-5-yl)methanone trifluoroacetate